ClC1=C(C=C(C=C1)[N+](=O)[O-])S(=O)(=O)C 1-chloro-2-(methylsulfonyl)-4-nitrobenzene